(R)-4-(6-chloro-4-(chloromethyl)pyridin-2-yl)-3-methylmorpholine ClC1=CC(=CC(=N1)N1[C@@H](COCC1)C)CCl